3-methyl-1H-indol CC1=CNC2=CC=CC=C12